2-((1H-benzo[d]imidazol-2-yl)(5-fluoro-2-methoxyphenyl)methyl)-6-bromoisoindolin-1-one N1C(=NC2=C1C=CC=C2)C(N2C(C1=CC(=CC=C1C2)Br)=O)C2=C(C=CC(=C2)F)OC